OCCOC=1C=C(C=C(C1)OCCO)S(=O)(=O)[O-].C(CCC)[P+](CCCC)(CCCC)CCCC tetrabutylphosphonium 3,5-bis(2-hydroxyethoxy)benzenesulfonate